OC=1C(=CC2=CC3=CC=CC=C3C=C2C1)C(=O)N 3-hydroxyanthracene-2-carboxamide